N-(3-fluoro-4-((7-(3-morpholinopropoxy)-6-(trifluoromethyl)quinolin-4-yl)oxy)phenyl)-5-(4-fluorophenyl)-6-oxo-2,3,5,6-tetrahydrofuro[3,2-c]pyridine-7-carboxamide FC=1C=C(C=CC1OC1=CC=NC2=CC(=C(C=C12)C(F)(F)F)OCCCN1CCOCC1)NC(=O)C1=C2C(=CN(C1=O)C1=CC=C(C=C1)F)CCO2